ethyl (4R)-4-phenyl-4H,5H,6H-pyrrolo[1,2-b]pyrazole-2-carboxylate C1(=CC=CC=C1)[C@H]1CCN2N=C(C=C21)C(=O)OCC